1-(2-(dimethylamino)ethyl)-N1-methyl-N4-(5-methoxy-4-(7-methoxy-1H-indol-3-yl)pyrimidin-2-yl)benzene-1,2,4-triamine CN(CCC1(C(C=C(C=C1)NC1=NC=C(C(=N1)C1=CNC2=C(C=CC=C12)OC)OC)N)NC)C